N1CCC(CC1)CN1C=CC2=C1N=CN=C2OC2=CC=C(C=C2)NC(CC2=CC=C(C=C2)C(F)(F)F)=O N-(4-((7-(piperidin-4-ylmethyl)-7H-pyrrolo[2,3-D]pyrimidin-4-yl)oxy)phenyl)-2-(4-(Trifluoromethyl)phenyl)acetamide